(RS)-10-(2,2-difluoroethyl)-6-isopropyl-2-methoxy-3-(3-methoxypropoxy)-9-oxo-9,10-dihydro-6H-pyrano[3,2-b:4,5-b']dipyridine-8-carbonitrile FC(CN1C2=C(C=C(C1=O)C#N)[C@H](OC=1C2=NC(=C(C1)OCCCOC)OC)C(C)C)F |r|